3-(1-(5-iodoquinolin-8-yl)-4-oxo-3-phenethylazetidin-2-yl)-2,2-dimethylpropionitrile IC1=C2C=CC=NC2=C(C=C1)N1C(C(C1=O)CCC1=CC=CC=C1)CC(C#N)(C)C